ClC=1C=CC(=C(C1)C1=CC(=CN1)S(=O)(=O)Cl)F 5-(5-chloro-2-fluorophenyl)-1H-pyrrole-3-sulfonyl chloride